C(C)OC(=O)C1=C(SC(=C1C(=O)OCC)N=CC=1SC(=CC1)[N+](=O)[O-])NC(C1=C(C=CC=C1)Br)=O (2-bromobenzoylamino)-5-(5-nitrothiophen-2-yl)methyleneaminothiophene-3,4-dicarboxylic acid diethyl ester